C(C)C1=CC=C(C=C1)C=1C=C2C(=CC=NC2=CC1)C1=CC=CC=C1 6-(4-ethylphenyl)-4-phenylquinolin